[Si](C)(C)(C(C)(C)C)OC1=CC(=C(C=C1)C[C@@H](CN1C(C2=CC=CC=C2C1=O)=O)N(C)C)Cl (S)-2-(3-(4-((tert-butyldimethylsilyl)oxy)-2-chlorophenyl)-2-(dimethylamino)propyl)isoindoline-1,3-dione